ClC1=CC(=C(N=N1)OC)C(C)N1N=CC(=C1)NC(=O)[C@H](C(C1CC1)C1CC1)NC(OC(C)(C)C)=O tert-butyl N-[(1S)-1-[[1-[1-(6-chloro-3-methoxy-pyridazin-4-yl)ethyl]pyrazol-4-yl]carbamoyl]-2,2-dicyclopropyl-ethyl]carbamate